(2RS)-2-[6-[2-(6-Amino-3-pyridyl)ethynyl]-7-methyl-1-oxo-isoindolin-2-yl]-2-(5-fluoro-2-methoxy-phenyl)-N-(2-pyridyl)acetamide NC1=CC=C(C=N1)C#CC1=CC=C2CN(C(C2=C1C)=O)[C@@H](C(=O)NC1=NC=CC=C1)C1=C(C=CC(=C1)F)OC |r|